CC(C(=O)C1NCCC2=CC=C(C=C12)NC1=NC=C(C(=N1)C=1C=NN(C1)C(C)C)C)=CCC (2-methyl-2-pentenoyl)-N-(4-(1-isopropyl-1H-pyrazol-4-yl)5-methylpyrimidin-2-yl)-1,2,3,4-tetrahydroisoquinolin-7-amine